CC1=NOC(=C1C1=C(C2=C(N1C(N)=NO)CCC2)C2=C(C=C(C=C2)O)F)C 2-(3,5-dimethylisoxazol-4-yl)-3-(2-fluoro-4-hydroxyphenyl)-N'-hydroxy-5,6-dihydrocyclopenta[b]pyrrole-1(4H)-carboximidamide